(methylamino)-6-oxa-2-azaspiro[4.5]decan CNC1NCCC12OCCCC2